CC1(CC1)NC(O[C@H]1C[C@H](CC1)C1=CC(=NN1)NC(COC1=C(C(=CC(=C1)OC)O)/C=N/CC)=O)=O (1R,3S)-3-(3-(2-(2-((E)-(ethylimino)methyl)-3-hydroxy-5-methoxyphenoxy)acetamido)-1H-pyrazol-5-yl)cyclopentyl (1-methylcyclopropyl)carbamate